Lithium diphenyl-amid C1(=CC=CC=C1)[N-]C1=CC=CC=C1.[Li+]